ClC1=C(C(=C2C=3C=C(C=CC3NC2=C1)C=1CCCN(C1)C(=O)OC(C)(C)C)C)C tert-butyl 5-(7-chloro-5,6-dimethyl-9H-carbazol-3-yl)-3,4-dihydropyridine-1(2H)-carboxylate